(5R)-5-[(1R,2S,5R,6R,9S,10S,12R,13R,15S)-15-Acetoxy-13-bromo-5-methyl-19-oxapentacyclo[10.5.2.01,13.05,9.02,10]nonadecan-6-yl]hexanoic acid methyl ester COC(CCC[C@@H](C)[C@@H]1[C@]2(CC[C@@H]3[C@]45[C@@]([C@@H](C[C@H]3[C@@H]2CC1)OC5)(C[C@H](CC4)OC(C)=O)Br)C)=O